N-(2,3-difluorophenyl)-4-nitropyridin FC1=C(C=CC=C1F)N1CC=C(C=C1)[N+](=O)[O-]